ClC1=CC=C(C=C1)C=1C(=CC=CC1)C(=O)NC[C@]1(NC(NC1=O)=O)C1(CC1)F |r| rac-4'-chloro-N-{[4-(1-fluorocyclopropyl)-2,5-dioxoimidazolidin-4-yl]methyl}[biphenyl]-2-carboxamide